ClC1=C2CCC(C2=CC=C1OCCCl)=O 4-chloro-5-(2-chloroethoxy)-2,3-dihydro-1H-inden-1-one